5-(((8a-methyl-1-oxo-7,8,8a,9-tetrahydro-1H,6H-pyrrolo[1',2':3,4]imidazo[1,2-c]pyrimidin-3-yl)oxy)methyl)-2-(3-(trifluoromethyl)phenoxy)benzonitrile CC12N(C=3N(C(N=C(C3)OCC=3C=CC(=C(C#N)C3)OC3=CC(=CC=C3)C(F)(F)F)=O)C1)CCC2